N-(2-(4-[3-(4-chlorophenyl)prop-2-ynyloxy]-3-methoxyphenyl)ethyl)-2-methanesulfonylamino-3-methylbutyramide ClC1=CC=C(C=C1)C#CCOC1=C(C=C(C=C1)CCNC(C(C(C)C)NS(=O)(=O)C)=O)OC